FC(C)(F)C1=NC(=NO1)C12CCC(CC1)(CC2)CN(C(=O)C21CC(C2)(C1)F)C1=CC(=CC=C1)C(F)(F)F N-((4-(5-(1,1-difluoroethyl)-1,2,4-oxadiazol-3-yl)bicyclo[2.2.2]octan-1-yl)methyl)-3-fluoro-N-(3-(trifluoromethyl)phenyl)bicyclo[1.1.1]pentane-1-carboxamide